5-[2-(5-Fluoro-2-pyridyl)-6,6-dimethyl-4,7-dihydropyrazolo[5,1-c][1,4]oxazin-3-yl]pyrazolo[1,5-a]pyridin-3-amine FC=1C=CC(=NC1)C1=NN2C(COC(C2)(C)C)=C1C1=CC=2N(C=C1)N=CC2N